C(C1=CC=CC=C1)OC=1C=C(C(=O)NC2=CC=C(C=C2)C2=NC3=C(N2)C=CC(=C3)Cl)C=CC1 3-(benzyloxy)-N-[4-(5-chloro-1H-1,3-benzodiazol-2-yl)phenyl]benzamide